5-(4-(3-aminoprop-1-yn-1-yl)phenyl)-N-(piperidin-4-yl)furan-2-carboxamide NCC#CC1=CC=C(C=C1)C1=CC=C(O1)C(=O)NC1CCNCC1